(2S,3S,4R,5R)-2-fluoro-5-(5-fluoro-4-methoxy-7H-pyrrolo[2,3-d]pyrimidin-7-yl)-2-(hydroxymethyl)tetrahydrofuran-3,4-diol F[C@@]1(O[C@H]([C@@H]([C@@H]1O)O)N1C=C(C2=C1N=CN=C2OC)F)CO